ClC1=C(OCC=2C=C(C=CC2OC)/C=C/C(=O)C2=CC=C(C=C2)O)C=CC(=C1)Cl (E)-3-[3-[(2,4-Dichlorophenoxy)methyl]-4-methoxyphenyl]-1-(4-hydroxyphenyl)prop-2-en-1-one